4-(7-(1-(oxetan-3-yl)-1H-pyrazol-4-yl)imidazo[1,2-a]pyridin-3-yl)benzonitrile O1CC(C1)N1N=CC(=C1)C1=CC=2N(C=C1)C(=CN2)C2=CC=C(C#N)C=C2